NC=1C(=C(C(=O)NC2=C(C=C(C=C2)C(C(F)(F)F)(C(F)(F)F)F)OC(F)F)C=CC1)F 3-amino-N-[2-difluoromethoxy-4-(1,1,1,2,3,3,3-heptafluoropropan-2-yl)-phenyl]-2-fluorobenzamide